(R)-1-((8-(3'-amino-2,2'-dichlorobiphenyl-3-ylamino)-1,7-naphthyridin-3-yl)methyl)pyrrolidin-3-ol NC=1C(=C(C=CC1)C1=C(C(=CC=C1)NC=1N=CC=C2C=C(C=NC12)CN1C[C@@H](CC1)O)Cl)Cl